ClC1=CC2=C(N(C(N=C2N2[C@H](CN(CC2)C(C=C)=O)C)=O)C2=C(C=CC=C2C)C)N=C1C1=C(C=CC=C1O)F 6-chloro-1-(2,6-dimethylphenyl)-7-(2-fluoro-6-hydroxyphenyl)-4-((2S)-2-methyl-4-(2-propenoyl)-1-piperazinyl)pyrido[2,3-d]pyrimidin-2(1H)-one